ClC=1C(=CC(=C(C1)NC(=O)C1NCC(C1)(C)O)F)F 2-((5-chloro-2,4-difluorophenyl)carbamoyl)-4-hydroxy-4-methylpyrrolidine